CC1=CC=C(C=C1)C1=CC=C(C=C1)C 4,4'-dimethyl-1,1'-biphenyl